BrC1=CC=C(C=C1)C1=NNC(=C1I)C(=O)OCC Ethyl 3-(4-bromophenyl)-4-iodo-1H-pyrazole-5-carboxylate